C(C=C)OC1=CC=C(C(=C1C1CC2=NNC(N2C1)=O)Cl)Cl 6-(6-(allyloxy)-2,3-dichlorophenyl)-2,5,6,7-tetrahydro-3H-pyrrolo[2,1-c][1,2,4]triazol-3-one